2,5-bis(isocyanatomethyl)bicyclo[2.2.1]heptane N(=C=O)CC1C2CC(C(C1)C2)CN=C=O